BrC1=C(N(C2=CC=C(C=C2C1=C=O)F)[C@@H]1CN(C[C@@H]1C(=O)[Si](C)(C)C(C)(C)C)C(=O)OC(C)(C)C)CBr tert-butyl (3S,4S)-3-(3-bromo-2-(bromomethyl)-6-fluoro-4-carbonylquinolin-1(4H)-yl)-4-((tert-butyldimethylsilyl)carbonyl)pyrrolidine-1-carboxylate